CC=1NC2=CC=C(C=C2C1C)CNC(=O)C1C[C@H]2CC[C@@H](C1)N2C(=O)C2=NNC(=C2)C2=CC(=NC=C2F)OC (1R,3R,5S)-N-[(2,3-dimethyl-1H-indol-5-yl)methyl]-8-[5-(5-fluoro-2-methoxypyridin-4-yl)-1H-pyrazole-3-carbonyl]-8-azabicyclo[3.2.1]octane-3-carboxamide